6-(2-(5-Chloro-2,4-difluorophenyl)-5,6-dihydro-4H-pyrrolo[1,2-b]pyrazol-3-yl)quinoline ClC=1C(=CC(=C(C1)C=1C(=C2N(N1)CCC2)C=2C=C1C=CC=NC1=CC2)F)F